NC1=NN2C(C=C(C=C2)C=2C=C(C(=NC2)NC)C(=O)NCC2=C(C=CC=C2)SC2=C(C=CC=C2)CO)=N1 5-{2-Amino-[1,2,4]triazolo[1,5-a]pyridin-7-yl}-N-[(2-{[2-(hydroxymethyl)phenyl]sulfanyl}phenyl)methyl]-2-(methylamino)pyridine-3-carboxamide